C(C)(C)(C)OC(=O)N1C(CC[C@@H]1CO)(C)CC1CCC(CC1)OC (5R)-5-(hydroxymethyl)-2-((4-methoxycyclohexyl)methyl)-2-methylpyrrolidine-1-carboxylic acid tert-butyl ester